N(=[N+]=[N-])C[C@H](C1=CC(=CC=C1)Cl)NC(=O)C=1N=CN(C1)C1=NC(=NC=C1C)NC1CCOCC1 (S)-N-(2-azido-1-(3-chlorophenyl)ethyl)-1-(5-methyl-2-((tetrahydro-2H-pyran-4-yl)amino)pyrimidin-4-yl)-1H-imidazole-4-carboxamide